C(C)(C)(C)C=1C=C(C=CC1)NC=1C(C(C1OC)=O)=O 3-((3-(tert-butyl)phenyl)amino)-4-methoxycyclobut-3-ene-1,2-dione